ethyl 2-(2-(2-oxoimidazolidin-1-yl)-4,6-bis(trifluoromethyl)phenyl)acetate O=C1N(CCN1)C1=C(C(=CC(=C1)C(F)(F)F)C(F)(F)F)CC(=O)OCC